8-(2,4-difluorophenylamino)-1-(tetrahydropyran-4-yloxy)-10,11-dihydrodibenzo[a,d]cyclohepten-5-one FC1=C(C=CC(=C1)F)NC=1C=CC2=C(CCC3=C(C2=O)C=CC=C3OC3CCOCC3)C1